CN([SiH2]O[Si](O[Si](O[Si](O[Si](C)(C)C)(C)C)(C)C)(C)C)C 1-dimethylamino-3,3,5,5,7,7,9,9,9-nonamethyl-pentasiloxane